tert-butyl 4-(1-(4-((5-bromo-4-((4-(dimethylphosphoryl)quinolin-3-yl)amino)pyrimidin-2-yl)amino)-5-cyclopropyloxy-2-cyclopropylphenyl)piperidin-4-yl)piperazine-1-carboxylate BrC=1C(=NC(=NC1)NC1=CC(=C(C=C1OC1CC1)N1CCC(CC1)N1CCN(CC1)C(=O)OC(C)(C)C)C1CC1)NC=1C=NC2=CC=CC=C2C1P(=O)(C)C